FC(C(=O)[O-])(F)F.COC=1C=C(\C=C\2/CC(C\C(\C2=O)=C/C2=CC(=C(C=C2)OC)OC)NC(=O)C=2C=[NH+]C=CC2)C=CC1OC 3-((3,5-Bis((E)-3,4-dimethoxybenzylidene)-4-oxocyclohexyl)carbamoyl)pyridin-1-ium trifluoroacetate